BrC1=C(C=2C=NN(C2C=C1)C)N 5-Bromo-1-methyl-1H-indazol-4-amine